3-phenyl-3-(4-(4-(2-hydroxyethyl)piperazin-1-yl)phenyl)-13,13-dimethyl-3h,13h-indeno[2',3':3,4]naphtho[1,2-b]pyran C1(=CC=CC=C1)C1(C=CC2=C(O1)C=1C=CC=CC1C1=C2C(C2=CC=CC=C21)(C)C)C2=CC=C(C=C2)N2CCN(CC2)CCO